C1(CCCC1)C=1C=CC(=C(O\C(\C(=O)OC)=C\O)C1)C methyl (E)-2-(5-cyclopentyl-2-methyl-phenoxy)-3-hydroxy-prop-2-enoate